3-iodobenzylamine IC=1C=C(CN)C=CC1